endo-8-{7-(4-chloro-2-(oxetan-3-yl)-2H-indazol-5-yl)-5H-pyrrolo[2,3-b]pyrazin-3-yl}-8-azabicyclo[3.2.1]octan-3-amine ClC=1C2=CN(N=C2C=CC1C1=CNC2=NC(=CN=C21)N2C1CC(CC2CC1)N)C1COC1